CN1N=CC(=C1C)C1CN(CC2=CC=CC=C12)C(C=C)=O 1-[4-(1,5-dimethylpyrazol-4-yl)-3,4-dihydro-1H-isoquinolin-2-yl]prop-2-en-1-one